4-iodo-2,6-dimethyl-pyridine tert-butyl-(S)-(1-(6-chloro-6'-morpholino-[3,3'-bipyridin]-4-yl)piperidin-3-yl)carbamate C(C)(C)(C)N(C(O)=O)[C@@H]1CN(CCC1)C1=C(C=NC(=C1)Cl)C=1C=NC(=CC1)N1CCOCC1.IC1=CC(=NC(=C1)C)C